N-(1'-(2-(3-hydroxypyrrolidin-1-yl)-6-methylpyrimidin-4-yl)-1',2'-dihydrospiro[cyclopropane-1,3'-pyrrolo[3,2-c]pyridin]-6'-yl)acetamide OC1CN(CC1)C1=NC(=CC(=N1)N1CC2(C=3C=NC(=CC31)NC(C)=O)CC2)C